[Si](C)(C)(C(C)(C)C)OCC(O)C1=NC=C(C=C1)Cl 2-[tert-Butyl(dimethyl)silyl]oxy-1-(5-chloro-2-pyridyl)ethanol